2-benzyl-2-azaspiro[3.3]heptan-6-yl (2R,6S)-4-[5-bromo-4-(methylsulfanyl)pyrimidin-2-yl]-2,6-dimethylpiperazine-1-carboxylate BrC=1C(=NC(=NC1)N1C[C@H](N([C@H](C1)C)C(=O)OC1CC2(CN(C2)CC2=CC=CC=C2)C1)C)SC